2,6-bis[2-(hydroxydiphenylmethyl)-1-pyrrolidinylmethyl]-4-methylphenol OC(C1N(CCC1)CC1=C(C(=CC(=C1)C)CN1C(CCC1)C(C1=CC=CC=C1)(C1=CC=CC=C1)O)O)(C1=CC=CC=C1)C1=CC=CC=C1